N-(6-(1-(4-((tert-butyldiphenylsilyl)oxy)tetrahydrofuran-3-yl)piperidin-4-yl)-7-chloroisoquinolin-3-yl)-5-oxaspiro[2.4]heptane-1-carboxamide [Si](C1=CC=CC=C1)(C1=CC=CC=C1)(C(C)(C)C)OC1C(COC1)N1CCC(CC1)C=1C=C2C=C(N=CC2=CC1Cl)NC(=O)C1CC12COCC2